3,4-di-2-ethylhexyl-phenol CCC(CCC1=C(C=CC=C1)O)C(CC)CC